5-Fluorobenzofuran-2-boronic acid FC=1C=CC2=C(C=C(O2)B(O)O)C1